2-((2-propyloctyl)oxy)ethane-1-ol C(CC)C(COCCO)CCCCCC